C(/C1=CC=CC=C1)=C(\C(C)=O)/C#CC1=CC=CC=C1 (E)-3-benzylidene-5-phenylpent-4-yn-2-one